5-(2-ethoxy-3-pyridyl)-1-[1-methylpropyl]-N-[(1-methylpyrazol-4-yl)methyl]pyrazolo[4,3-b]pyridin-7-amine C(C)OC1=NC=CC=C1C1=CC(=C2C(=N1)C=NN2C(CC)C)NCC=2C=NN(C2)C